C(N1C(C=2C=CC=CC2C2=C1N(N=C2)C2CN(CC2)C)=O)([2H])([2H])[2H] 4-(methyl-d3)-3-(1-methylpyrrolidin-3-yl)-3,4-dihydro-5H-pyrazolo[3,4-c]isoquinolin-5-one